trin-octyl trimellitate C(C=1C(C(=O)OCCCCCCCC)=CC(C(=O)OCCCCCCCC)=CC1)(=O)OCCCCCCCC